FC(O[Si](OC(F)(F)F)(OC(F)(F)F)C(C(C(F)(F)F)(F)F)(F)F)(F)F perfluoropropyl-trimethoxysilane